NCC1=CC=C(O1)C(CCC(=O)O)(C)C=1OC(=CC1)CN 4,4-bis[5-(aminomethyl)furan-2-yl]pentanoic acid